F[C@@H]1[C@H]([C@@H]2CN([C@H]1CC2)C)OC2=CC=C(N=N2)C2=C(C=C(C=C2)N2C=NC(=C2)C)O 2-(6-(((1S,4S,5S,6S)-6-fluoro-2-methyl-2-azabicyclo[2.2.2]octan-5-yl)oxy)pyridazin-3-yl)-5-(4-methyl-1H-imidazol-1-yl)phenol